benzyl-(quinolin-8-yl)amine C(C1=CC=CC=C1)NC=1C=CC=C2C=CC=NC12